FC1=CC(=C(C=C1F)C=1C=NC=2CCN(CC2C1)C1=NC(=NC2=CC=C(C=C12)F)C)C 4-(3-(4,5-difluoro-2-methylphenyl)-7,8-dihydro-1,6-naphthyridin-6(5H)-yl)-6-fluoro-2-methylquinazoline